CCOC The molecule is an ether that is the methyl ether derivative of ethanol. It has a role as a Lewis base. It derives from an ethanol.